4-methyl-3-methoxy-4-methylbenzoate CC1(C(C=C(C(=O)[O-])C=C1)OC)C